disilathiane [SiH3]S[SiH3]